strontium di-silicate [Si]([O-])([O-])([O-])[O-].[Si]([O-])([O-])([O-])[O-].[Sr+2].[Sr+2].[Sr+2].[Sr+2]